3-((2,5-difluoro-4-(4-(2-(piperidin-4-yl)ethyl)piperazin-1-yl)phenyl)amino)piperidine-2,6-dione FC1=C(C=C(C(=C1)N1CCN(CC1)CCC1CCNCC1)F)NC1C(NC(CC1)=O)=O